diphenyl-(1-(benzhydrylamino)butyl)phosphine oxide C1(=CC=CC=C1)P(C(CCC)NC(C1=CC=CC=C1)C1=CC=CC=C1)(C1=CC=CC=C1)=O